phenyl-N-methyl-N-methylimidoformamide C1(=CC=CC=C1)C(N(C)C)=N